N-((5-bromopyridin-2-yl)methyl)bicyclo[1.1.1]pentan-1-amine BrC=1C=CC(=NC1)CNC12CC(C1)C2